(1-(2-Chloro-5-fluorophenyl)-1,3-dihydrobenzo[c]thiophen-4-yl)carbamic acid tert-butyl ester C(C)(C)(C)OC(NC1=CC=CC=2C(SCC21)C2=C(C=CC(=C2)F)Cl)=O